7-[5-[(1R)-1-(3,5-dichloro-4-pyridyl)ethoxy]-1H-indazol-3-yl]-1-(2-morpholinoethyl)-2,3-dihydropyrido[2,3-b][1,4]oxazine ClC=1C=NC=C(C1[C@@H](C)OC=1C=C2C(=NNC2=CC1)C1=CC2=C(OCCN2CCN2CCOCC2)N=C1)Cl